1,3-bis(2,6-di-i-propylphenyl)imidazolium chloride CC(C)C1=C(C(=CC=C1)C(C)C)N2C=C[N+](=C2)C3=C(C=CC=C3C(C)C)C(C)C.[Cl-]